1-[4-pyrimidin-2-yl-6-(trifluoromethyl)-3-pyridinyl]ethanone N1=C(N=CC=C1)C1=C(C=NC(=C1)C(F)(F)F)C(C)=O